tert-butyl (R)-(1-(benzo[b]thiophen-3-yl)-3-hydroxypropan-2-yl)carbamate S1C2=C(C(=C1)C[C@H](CO)NC(OC(C)(C)C)=O)C=CC=C2